C(#N)C1=CC(=C2C(CCO2)=C1C(=O)OC)C1=CC=C(C=C1)OC(F)(F)F methyl 5-cyano-7-(4-(trifluoromethoxy)phenyl)-2,3-dihydrobenzofuran-4-carboxylate